dibutyl-mercaptotin C(CCC)[Sn](S)CCCC